5-Isopropyl-N-methoxy-N-methyl-1H-pyrazole-3-carboxamide C(C)(C)C1=CC(=NN1)C(=O)N(C)OC